3-((4,5-dihydro-1H-imidazol-2-yl)methyl)-1-(1-((1s,4s)-4-isopropylcyclohexyl)piperidin-4-yl)indolin-2-one N1C(=NCC1)CC1C(N(C2=CC=CC=C12)C1CCN(CC1)C1CCC(CC1)C(C)C)=O